C(CCC(=O)OCCC1=CC=C(C=C1)N)(=O)OCCC1=CC=C(C=C1)N 1,4-bis[2-(4-aminophenyl) ethyl] succinate